N1=C(NC2=C1C=CC=C2)C(=O)N BenzimidazoleCarboxamide